C(C)(C)(C)OC(=O)N(C(OC(C)(C)C)=O)C1=C(C(=CC=C1F)N(CC#C)C(C1=C(C=CC(=C1)[N+](=O)[O-])Cl)=O)F tert-Butyl N-tert-butoxycarbonyl-N-[3-[(2-chloro-5-nitro-benzoyl)-prop-2-ynyl-amino]-2,6-difluoro-phenyl]carbamate